CNCC1OCCO1 methylaminomethyl-1,3-dioxolane